(S)-tert-butyl ((5-bromoisochroman-1-yl)methyl)((2-(trimethylsilyl)ethoxy)methyl)carbamate BrC1=C2CCO[C@@H](C2=CC=C1)CN(C(OC(C)(C)C)=O)COCC[Si](C)(C)C